N-(2-(tert-butylamino)-2-oxo-1-(thiazol-5-yl)ethyl)-2-ethynyl-N-(4-(oxazol-5-yl)phenyl)thiazole-4-carboxamide C(C)(C)(C)NC(C(C1=CN=CS1)N(C(=O)C=1N=C(SC1)C#C)C1=CC=C(C=C1)C1=CN=CO1)=O